(S)-1-(benzyloxy)-3-((tert-butyldimethylsilyl)oxy)propan-2-ol C(C1=CC=CC=C1)OC[C@@H](CO[Si](C)(C)C(C)(C)C)O